C(C1=CC=CC=C1)N1S(C2=C(C=C1C(C)N1C(C3=CC=CC=C3C1=O)=O)C=CC=C2Cl)(O)O (1-(2-benzyl-8-chloro-1,1-dihydroxy-2H-benzo[e][1,2]thiazin-3-yl)ethyl)isoindoline-1,3-dione